(4S,5R)-3-(imidazo[1,2-a]pyridin-6-yl)-4,5-diphenyloxazolidin-2-one N=1C=CN2C1C=CC(=C2)N2C(O[C@@H]([C@@H]2C2=CC=CC=C2)C2=CC=CC=C2)=O